C(CCCCCCCCC)(=O)OC1=CC(=C2C=CC=3C(=CC(=C4C=CC1=C2C34)S(=O)(=O)[O-])S(=O)(=O)[O-])S(=O)(=O)[O-].[Na+].[Na+].[Na+] trisodium 1-decanoyloxy-pyrene-3,6,8-trisulfonate